FC1=CC=C(C=C1)C1=CC=C(C(=N1)NC1(COCC1)C)N 6-(4-fluorophenyl)-N2-(3-methyltetrahydrofuran-3-yl)pyridine-2,3-diamine